(6-(2-((trans-4-aminocyclohexyl)amino)pyrrolo[2,1-f][1,2,4]triazin-5-yl)imidazo[1,2-a]pyridin-3-yl)(pyrrolidin-1-yl)methanone N[C@@H]1CC[C@H](CC1)NC1=NN2C(C=N1)=C(C=C2)C=2C=CC=1N(C2)C(=CN1)C(=O)N1CCCC1